3-octadecyl-1-imidazolium C(CCCCCCCCCCCCCCCCC)N1C=[NH+]C=C1